N-(6-fluoropyridin-2-yl)propionamide tert-butyl-N-[6-[(5-chloro-2-hydroxy-3-pyridyl)carbamoyl]spiro[3.3]heptan-2-yl]carbamate C(C)(C)(C)OC(NC1CC2(C1)CC(C2)C(NC=2C(=NC=C(C2)Cl)O)=O)=O.FC2=CC=CC(=N2)NC(CC)=O